5-methyl-3-nitro-6,7-dihydropyrazolo[1,5-a]pyrazin-4(5H)-one CN1C(C=2N(CC1)N=CC2[N+](=O)[O-])=O